2-Ethoxy-N-(3-phenylpropyl)-1H-imidazo[4,5-b]pyridine-1-carboxamide C(C)OC=1N(C=2C(=NC=CC2)N1)C(=O)NCCCC1=CC=CC=C1